1,3-dichlorooctane ClCCC(CCCCC)Cl